6-((2R)-2-(4-((4-(1,2-dihydroxyethyl)phenyl)ethyl)phenyl)-3-hydroxypropyl)-5-hydroxypyrimidin-4(3H)-one OC(CO)C1=CC=C(C=C1)CCC1=CC=C(C=C1)[C@@H](CC1=C(C(NC=N1)=O)O)CO